6-(1-(2-fluoro-6-methylphenyl)piperidin-4-yl)-2-methyl-8-((3-(trifluoromethoxy)pyridin-2-yl)methyl)pyrido[2,3-d]pyrimidin-7(8H)-one FC1=C(C(=CC=C1)C)N1CCC(CC1)C1=CC2=C(N=C(N=C2)C)N(C1=O)CC1=NC=CC=C1OC(F)(F)F